[Si](C1=CC=CC=C1)(C1=CC=CC=C1)(C(C)(C)C)OC[C@@H]1C([C@@H]2[C@@H](OC(O2)(C)C)O1)=O (3ar,5r,6as)-5-(((tert-butyldiphenylsilyl)oxy)methyl)-2,2-dimethyldihydrofuro[2,3-d][1,3]-dioxol-6(3aH)-one